CC1=C(C=O)C(=CC(=C1)C)C 2,4,6-Trimethylbenzaldehyd